3-((1-((2-(2,6-dioxopiperidin-3-yl)-1-oxoisoindolin-5-yl)methyl)-1H-1,2,3-triazol-4-yl)methyl)benzonitrile O=C1NC(CCC1N1C(C2=CC=C(C=C2C1)CN1N=NC(=C1)CC=1C=C(C#N)C=CC1)=O)=O